O=C1NCCCCC1OC1=CC=C(C=C1)C1CCN(CC1)C(=O)OC(C)(C)C tert-Butyl 4-[4-(2-oxoazepan-3-yl)oxyphenyl]piperidine-1-carboxylate